C(#N)C1=CC=C(C=C1)NC=1N=C(C2=C(N1)CCN(C2)C(=O)C2NCCC2)OC2=C(C=C(C#N)C=C2C)C 4-((2-((4-cyanophenyl)amino)-6-(pyrrolidine-2-carbonyl)-5,6,7,8-tetrahydropyrido[4,3-d]pyrimidin-4-yl)oxy)-3,5-dimethylbenzonitrile